BrC1=C(C(=CC=2CCC12)C)N 5-bromo-3-methyl-bicyclo[4.2.0]oct-1(6),2,4-trien-4-amine